1-(3-(3-Acetamidophenyl)-1,2,4-oxadiazol-5-yl)piperidine-4-carboxylic acid C(C)(=O)NC=1C=C(C=CC1)C1=NOC(=N1)N1CCC(CC1)C(=O)O